octadecyl-2,6-di-t-butyl-4-methylphenol C(CCCCCCCCCCCCCCCCC)C=1C(=C(C(=CC1C)C(C)(C)C)O)C(C)(C)C